(3R,4S)-3-cyclopropyl-1-(6-(2,4-dimethylthiazol-5-yl)pyrazolo[1,5-a]pyrazin-4-yl)-4-methyl-2-oxopyrrolidine-3-carbonitrile C1(CC1)[C@]1(C(N(C[C@H]1C)C=1C=2N(C=C(N1)C1=C(N=C(S1)C)C)N=CC2)=O)C#N